(2-hydroxy-3,5-di-tert-pentylphenyl)benzotriazole 4,5-dimethoxy-2-nitrobenzyl-p-toluenesulfonate COC1=CC(=C(COS(=O)(=O)C2=CC=C(C)C=C2)C=C1OC)[N+](=O)[O-].OC1=C(C=C(C=C1C(C)(C)CC)C(C)(C)CC)C1=CC=CC=2NN=NC21